N-(2-(4,4-difluoropiperidin-1-yl)-6-methylpyrimidin-4-yl)-2-((1R,6R)-6-fluoro-3-azabicyclo[4.2.0]octan-3-yl)-4-((2-hydroxyethyl)sulfonamido)benzamide FC1(CCN(CC1)C1=NC(=CC(=N1)NC(C1=C(C=C(C=C1)NS(=O)(=O)CCO)N1C[C@H]2CC[C@]2(CC1)F)=O)C)F